4-[7-(2,5-difluorophenyl)-1H,2H,3H-pyrido[3,4-b][1,4]oxazin-1-yl]-2-nitropyridine FC1=C(C=C(C=C1)F)C1=CC2=C(OCCN2C2=CC(=NC=C2)[N+](=O)[O-])C=N1